NC1=C(C=C(C=C1C(=O)N)\C=C\C(NC1=CC=CC=C1)=O)C1=CC=C(C=C1)S(N)(=O)=O (E)-2-amino-5-(3-oxo-3-(phenylamino)prop-1-en-1-yl)-4'-sulfamoyl-[1,1'-biphenyl]-3-carboxamide